8-carboxy-n-butyltetracyclo[4.4.0.12,5.17,10]-3-dodecene C(=O)(O)C1C2C3C4C=CC(C3(C(C1)C2)CCCC)C4